3-[3-(2,6-dimethyl-4-pyridinyl)-5-[(2-hydroxy-2-methyl-propyl)amino]pyrazolo[1,5-a]pyrimidin-2-yl]benzonitrile CC1=NC(=CC(=C1)C=1C(=NN2C1N=C(C=C2)NCC(C)(C)O)C=2C=C(C#N)C=CC2)C